ClC1=CC2=C(N=CN(C2=O)CC2(CCN(CC2)C(=O)C2=CN=C(O2)C2CC2)O)N1C1=CC(=C(C=C1)F)C1=CC=NN1C 6-Chloro-3-((1-(2-cyclopropyloxazole-5-carbonyl)-4-hydroxypiperidin-4-yl)methyl)-7-(4-fluoro-3-(1-methyl-1H-pyrazol-5-yl)phenyl)-3H-pyrrolo[2,3-d]pyrimidin-4(7H)-one